SC(C[SiH3])S dimercaptoethyl-silane